C(=O)O.[N+]1(=CC=CC=C1)[O-] pyridine-1-oxide formate